2,2-diethyl-6-(3-(6-(trifluoromethyl)pyridin-3-yl)-1,2,4-oxadiazol-5-yl)chroman-4-one C(C)C1(OC2=CC=C(C=C2C(C1)=O)C1=NC(=NO1)C=1C=NC(=CC1)C(F)(F)F)CC